methyl 5-chloro-7-(((3-methoxybenzyl) amino) methyl)-1H-indole-4-carboxylate ClC1=C(C=2C=CNC2C(=C1)CNCC1=CC(=CC=C1)OC)C(=O)OC